tert-butyl (R)-3-((7-((tert-butoxycarbonyl)(4-(pyridin-2-yl)benzyl)amino)-3-cyclopropylpyrazolo[1,5-a]pyrimidin-5-yl)amino)piperidine-1-carboxylate C(C)(C)(C)OC(=O)N(C1=CC(=NC=2N1N=CC2C2CC2)N[C@H]2CN(CCC2)C(=O)OC(C)(C)C)CC2=CC=C(C=C2)C2=NC=CC=C2